2-methylquinoline-3,4-dicarboxylic acid CC1=NC2=CC=CC=C2C(=C1C(=O)O)C(=O)O